(3,5-dichloro-4-methoxyphenyl)(2,3-dihydro-4H-benzo[b][1,4]thiazin-4-yl)methanone ClC=1C=C(C=C(C1OC)Cl)C(=O)N1C2=C(SCC1)C=CC=C2